1-(4-(4-chlorobenzyl)piperazin-1-yl)-3-(3,5-dimethyl-1-(3-methyl-[1,2,4]triazolo[4,3-b]pyridazin-6-yl)-1H-pyrazol-4-yl)propan-1-one ClC1=CC=C(CN2CCN(CC2)C(CCC=2C(=NN(C2C)C=2C=CC=3N(N2)C(=NN3)C)C)=O)C=C1